2-(2-chloro-5-fluoro-1,6-dihydropyrimidin-6-yl)-7-prop-2-yl-3-(trifluoromethyl)thieno[3,2-b]Pyridine ClC=1NC(C(=CN1)F)C1=C(C2=NC=CC(=C2S1)C(C)C)C(F)(F)F